FC1=CC=C(C=2N=CSC21)B2OC(C(O2)(C)C)(C)C 7-Fluoro-4-(4,4,5,5-tetramethyl-1,3,2-dioxaborolan-2-yl)-1,3-benzothiazole